N[C@H](C(=O)O)CC(CCl)=O L-2-amino-4-oxo-5-chloropentanoic acid